4-{(1R,2R)-2-[3-(3,3-difluorocyclobutyl)-1,2,4-oxadiazol-5-yl]cyclopropyl}benzenesulfonamide FC1(CC(C1)C1=NOC(=N1)[C@H]1[C@@H](C1)C1=CC=C(C=C1)S(=O)(=O)N)F